C(CCCCC(=O)O)(=O)OC(C[N+](C)(C)C)CC([O-])=O O-Adipoylcarnitine